CN(CCN(C1=NC(=C(C=C1N)NC1=NC=CC(=N1)N1CC2(C3=NC(=CC=C31)C)CCC2)OCC(F)(F)F)C)C N2-(2-(dimethylamino)ethyl)-N2-methyl-N5-(4-(5'-methylspiro[cyclobutane-1,3'-pyrrolo[3,2-b]pyridin]-1'(2'H)-yl)pyrimidin-2-yl)-6-(2,2,2-trifluoroethoxy)pyridin-2,3,5-triamine